(3-benzyl-1-(4-isobutoxybenzyl)-1H-pyrazol-5-yl)-1-methylpiperidine C(C1=CC=CC=C1)C1=NN(C(=C1)C1N(CCCC1)C)CC1=CC=C(C=C1)OCC(C)C